5-(benzo[d]thiazol-2-yl)-6-cyanobenzene S1C(=NC2=C1C=CC=C2)C=2C=CC=CC2C#N